BrC1=CC2=C(N(C(=N2)CC)C)C=C1C(F)(F)F 5-bromo-2-ethyl-1-methyl-6-(trifluoromethyl)-1H-benzo[d]imidazole